COCC1CN(C1)C(=O)O[C@@H]1CC[C@H](CC1)C(N(C[C@@H]1CC[C@H](CC1)C1=NC(=C(C=C1)OC)C)C1=NC=CC(=C1)C=1N=C(OC1)C1CC1)=O trans-4-((4-(2-Cyclopropyloxazol-4-yl)pyridine-2-yl)((trans-4-(5-methoxy-6-methylpyridin-2-yl)cyclohexyl)methyl)carbamoyl)cyclohexyl 3-(methoxymethyl)azetidine-1-carboxylate